C1(CC1)C=1C=C(OCC(=O)OCC)C=CC1 ethyl 2-(3-cyclopropylphenoxy)acetate